FC1=C(C=CC(=C1)C=1SC(=NN1)C1=CC=C(C=C1)OC(F)(F)F)NC(=O)\N=C\1/SCC(N1C1=C(C=CC(=C1)C)OCCC(F)(F)F)=O (Z)-1-(2-fluoro-4-(5-(4-(trifluoromethoxy)phenyl)-1,3,4-thiadiazol-2-yl)phenyl)-3-(3-(5-methyl-2-(3,3,3-trifluoropropoxy)phenyl)-4-oxothiazolidin-2-ylidene)urea